ethyl caprate (ethyl caprate) C(C)C(C(O)=O)CCCCCCCC.O(C(=O)CCCCCCCCC)CC